COC=1C=C(C(=O)N2[C@@H](CCC2)C(=O)NC2=CC=C(C=C2)C)C=CC1N1C=NC(=C1)C (S)-1-(3-methoxy-4-(4-methyl-1H-imidazol-1-yl)benzoyl)-N-(p-tolyl)pyrrolidine-2-carboxamide